CC(/C=C/C)(C)C trans-4,4-Dimethyl-2-penten